FC(C=1C=C(C=CC1B1OC(C(O1)(C)C)(C)C)NC(C(=C)C)=O)F N-(3-(difluoromethyl)-4-(4,4,5,5-tetramethyl-1,3,2-dioxaborolan-2-yl)phenyl)methacrylamide